CN(C)CCN(C)CCN(C)CCN(C)C 1,4,7,10,10-hexamethyltriethylenetetramine